O=C1NC(CC[C@@H]1NC(=O)C=1C=CC2=C(OCC[C@@H]3N2CCNC3)C1)=O (S)-N-((S)-2,6-dioxopiperidin-3-yl)-2,3,4,4a,5,6-hexahydro-1H-benzo[b]pyrazino[1,2-d][1,4]oxazepine-9-carboxamide